tri(hydroxymethyl)methylamine OCC(N)(CO)CO